2-(pyrrolidin-1-yl)nicotinaldehyde N1(CCCC1)C1=C(C=O)C=CC=N1